2-Methyl-N-[(1R)-1-[3-[methyl-[2-(methylamino)ethyl]carbamoyl]phenyl]ethyl]-5-(4-methylpiperazin-1-yl)benzamide Dihydrochloride Salt Cl.Cl.CC1=C(C(=O)N[C@H](C)C2=CC(=CC=C2)C(N(CCNC)C)=O)C=C(C=C1)N1CCN(CC1)C